O[C@H]1CN(CC[C@H]1NC1=NC=C(C=C1)C(F)(F)F)S(=O)(=O)C1=CC=C(C=C1)C=1C=C2C(=NC1)CNC2=O 3-(4-(((3S,4R)-3-hydroxy-4-((5-(trifluoromethyl)pyridin-2-yl)amino)piperidin-1-yl)sulfonyl)phenyl)-6,7-dihydro-5H-pyrrolo[3,4-b]pyridin-5-one